CC[C@]1([C@H](O1)CC/C(=C/CC/C(=C/C(=O)O)/C)/C)C The molecule is a C16 polyunsaturated fatty acid that is the (10R,11S)-epoxy derivative of trideca-2,6-dienoic acid. It is a long-chain fatty acid, a polyunsaturated fatty acid, an epoxy fatty acid and an alpha,beta-unsaturated monocarboxylic acid. It derives from a trideca-2,6-dienoic acid. It is a conjugate acid of a (2E,6E,10R,11S)-10,11-epoxy-3,7,11-trimethyltrideca-2,6-dienoate.